(phenyldibenzofuranyl)pyridine C1(=CC=CC=C1)C1=C(C2=C(OC3=C2C=CC=C3)C=C1)C1=NC=CC=C1